N1CC(C1)OC1CN(C1)CC1=CC2=C(N(C(N2C)=O)C2C(NC(CC2)=O)=O)C=C1 3-[5-[[3-(Azetidin-3-yloxy)azetidin-1-yl]methyl]-3-methyl-2-oxo-benzimidazol-1-yl]piperidine-2,6-dione